titanium nickel [Ni].[Ti]